C1(=CC(=C(C=C1)C)C)C(=O)C1=CC(=C(C=C1)C)C bis(3,4-xylyl)methanone